C(C)(C)C=1C=C2CCC(NC2=CC1)C1=CC=CC=C1 6-Isopropyl-2-phenyl-1,2,3,4-tetrahydroquinoline